(3S)-3-{4-[(1,1-dioxidothiomorpholin-4-yl)methyl]phenyl}-2,3-dihydro[1,4]dioxino[2,3-b]pyridine O=S1(CCN(CC1)CC1=CC=C(C=C1)[C@H]1COC=2C(=NC=CC2)O1)=O